(1r,2r)-1-methyl-2-(trifluoromethyl)cyclohexane C[C@H]1[C@@H](CCCC1)C(F)(F)F